CC1=CNC(=C1)B1OC(C(O1)(C)C)(C)C 3-methyl-5-(4,4,5,5-tetramethyl-1,3,2-dioxaborolane-2-yl)-1H-pyrrole